C(#N)[C@H]1N(CSC1)C(CNC(=O)C1=CC=NC2=CC=C(C=C12)N1OCCCC1)=O (R)-N-(2-(4-cyanothiazolidin-3-yl)-2-oxoethyl)-6-(1,2-oxazinan-2-yl)-quinol-4-carboxamide